2-methyl-1,4-phenylenebis(4-(4-mercaptobutoxy) benzoate) CC1=C(C=CC(=C1)C1=C(C(=O)[O-])C=CC(=C1)OCCCCS)C1=C(C(=O)[O-])C=CC(=C1)OCCCCS